3-(1H-indol-4-yl)-6,7-dihydro-1,4-oxazepin-4(5H)-carbaldehyde N1C=CC2=C(C=CC=C12)C1=COCCCN1C=O